(R)-N-(6-(1-cyano-2,2-dimethylcyclopropyl)isoquinolin-3-yl)cyclopropanecarboxamide C(#N)[C@]1(C(C1)(C)C)C=1C=C2C=C(N=CC2=CC1)NC(=O)C1CC1